BrC1=C(C=C(C=C1)F)C=1NCCN1 2-(2-Bromo-5-fluorophenyl)-4,5-dihydro-1H-imidazole